ClC=1C=CC2=C(C(=NCC3=C2N=CN=C3)C3=NC=CC=C3OC)C1 9-Chloro-7-(3-methoxy-pyridin-2-yl)-5H-benzo[c]pyrimido[4,5-e]azepin